tert-butyl trifluoroacetate FC(C(=O)OC(C)(C)C)(F)F